3-([1,1'-biphenyl]-2-yl)-1-(3-hydroxypropyl)pyridine C1(=C(C=CC=C1)C=1CN(C=CC1)CCCO)C1=CC=CC=C1